(5-acrylamido-7-(4-(trifluoromethoxy)phenyl)-2,3-dihydrobenzofuran-4-yl)methyl acrylate C(C=C)(=O)OCC1=C(C=C(C2=C1CCO2)C2=CC=C(C=C2)OC(F)(F)F)NC(C=C)=O